C(C)(C)(C)OC([C@H](CC1=CC=C(C=C1)Br)N1C(C(N(CC1)C1=C(C=CC(=C1)Cl)N(CC=C)CC=C)=O)=O)=O (S)-3-(4-bromophenyl)-2-(4-(5-chloro-2-(diallylamino)phenyl)-2,3-dioxopiperazin-1-yl)propionic acid tert-butyl ester